FC1(C2CC(CC(C1)N2)N(C=2N=NC(=CC2)C2=CC=C(C=1N=CSC12)C=1C=NNC1)C)F 6,6-difluoro-N-methyl-N-{6-[4-(1H-pyrazol-4-yl)-1,3-benzothiazol-7-yl]pyridazin-3-yl}-8-azabicyclo[3.2.1]octan-3-amine